ethyl 3-{1-[(adamantan-1-yl)methyl]-5-methyl-1H-pyrazol-4-yl}-6-aminopyridine-2-carboxylate C12(CC3CC(CC(C1)C3)C2)CN2N=CC(=C2C)C=2C(=NC(=CC2)N)C(=O)OCC